dimethyl adipate (r-dimethyl adipate) CC(C(=O)O)(CCCC(=O)O)C.C(CCCCC(=O)OC)(=O)OC